4-fluoropyrrolidine FC1CCNC1